tert-butyl (R)-3-(3-fluoro-5-(methoxycarbonyl)phenoxy)pyrrolidine-1-carboxylate FC=1C=C(O[C@H]2CN(CC2)C(=O)OC(C)(C)C)C=C(C1)C(=O)OC